4-(carbamoyl methyl)-2-[2,3-dichloro-6-(methoxymethoxy)phenyl]-4-methylpyrrolidine-1-carboxylate C(N)(=O)CC1(CC(N(C1)C(=O)[O-])C1=C(C(=CC=C1OCOC)Cl)Cl)C